FC1=CC=C(C=C1)C(CN1CCC(CC1)CN1N=CC=C(C1=O)C1=CC=CC=C1)=O 2-((1-(2-(4-fluorophenyl)-2-oxoethyl)piperidin-4-yl)methyl)-4-phenylpyridazin-3(2H)-one